2,3,5,6-Tetra(1H-tetrazol-5-yl)pyrazine N1N=NN=C1C1=NC(=C(N=C1C1=NN=NN1)C1=NN=NN1)C1=NN=NN1